N4-(piperidin-1-yl)-1-p-toluenesulfonyl-1H-pyrrolo[2,3-b]pyridin-4,5-diamine N1(CCCCC1)NC1=C2C(=NC=C1N)N(C=C2)S(=O)(=O)C2=CC=C(C)C=C2